N1=CN=C(C2=C1NC=C2)N2CC1C(CC2)CN(C1)C#N 5-(7H-pyrrolo[2,3-d]pyrimidin-4-yl)-1,3,4,6,7,7a-hexahydropyrrolo[3,4-c]pyridine-2-carbonitrile